C(C)(C)(C)[Si](OC1C(NC(C1)CCC)=O)(C)C 3-[tert-butyl-(dimethyl)silyl]oxy-5-propyl-pyrrolidin-2-one